(R)-ethyl 2-(2-((5-(3-(1-aminoethyl)-2-fluorophenyl)-7-((tetrahydro-2H-pyran-4-yl)methyl)benzofuran-3-yl)methoxy)phenyl)acetate N[C@H](C)C=1C(=C(C=CC1)C=1C=C(C2=C(C(=CO2)COC2=C(C=CC=C2)CC(=O)OCC)C1)CC1CCOCC1)F